ClC1=C(C=C(C(=C1)C(COC1=C(C=CC=C1)F)=O)C)N=CN(C)CC N'-(2-chloro-4-(2-(2-fluorophenoxy)acetyl)-5-methylphenyl)-N-ethyl-N-methylformimidamide